BrC=1C=CC(=C(C1)S(=O)(=O)NC1=CC(=CC(=C1)S(=O)(=O)CCN(C(C)C)C(C)C)Cl)OC 5-Bromo-N-(3-chloro-5-((2-(diisopropylamino)ethyl)sulfonyl)phenyl)-2-methoxybenzenesulfonamide